NC1=NC=NN2C1=C(C=C2C=2C=C(C(=NC2)OC)C(=O)N[C@@H]2CN(C[C@@H]2F)CC(C(F)(F)F)O)CN2CC(C2)N 5-{4-amino-5-[(3-aminoazetidin-1-yl)methyl]pyrrolo[2,1-f][1,2,4]triazin-7-yl}-N-[(3R,4S)-4-fluoro-1-(3,3,3-trifluoro-2-hydroxypropyl)pyrrolidin-3-yl]-2-methoxypyridine-3-carboxamide